1-(3-((3-bromo-5-methylphenyl)amino)-4-((tert-butyldimethylsilyl)oxy)pyrrolidin-1-yl)ethan-1-one BrC=1C=C(C=C(C1)C)NC1CN(CC1O[Si](C)(C)C(C)(C)C)C(C)=O